C(C1=CC=CC=C1)OC=1C=C(C2=CC=CC=C2C1)N1CC=2N=C(N=C(C2CC1)N1CC(N(CC1)C(C=C)=O)CC#N)OCCN(C)C 2-[4-[7-(3-benzyloxy-1-naphthyl)-2-[2-(dimethylamino)ethoxy]-6,8-dihydro-5H-pyrido[3,4-d]pyrimidin-4-yl]-1-prop-2-enoyl-piperazin-2-yl]acetonitrile